FC(C1(C(=O)O)C(C(=O)O)=CC(C(=O)O)(C(C(=O)O)=C1)C(F)(F)F)(F)F 1,4-bistrifluoromethyl-pyromellitic acid